ClC=1C(=NC(=NC1)NC1=CC=C(C=C1)N1C[C@@H](O[C@@H](C1)C)C)OCC1CCC(CC1)O 4-(((5-chloro-2-((4-((2S,6R)-2,6-dimethylmorpholino)phenyl)amino)pyrimidin-4-yl)oxy)methyl)cyclohexan-1-ol